5-[[(2R,3R,4R,5R,6R)-3-acetamido-4,5-diacetoxy-6-(acetoxymethyl)-2-tetrahydropyranyl]oxy]valeric acid C(C)(=O)N[C@H]1[C@@H](O[C@@H]([C@@H]([C@@H]1OC(C)=O)OC(C)=O)COC(C)=O)OCCCCC(=O)O